C=1C=2C(C=NN1)=CNC(C2)=O pyrido[3,4-d]pyridazine-7(6H)-one